C1(=CC=CC=C1)C=1N=C(OC1C1=CC=CC=C1)SCCOC(C)=O 2-(4,5-diphenyloxazol-2-yl)sulfanylethylacetate